FC1CN(CCC1N(C)C)CC1=NC=2C(=NC(=CC2N2CCOCC2)N2N=C(C=C2)C=2C=C(C=CC2)C)N1 3-fluoro-N,N-dimethyl-1-((7-morpholino-5-(3-(m-tolyl)-1H-pyrazol-1-yl)-3H-imidazo[4,5-b]pyridin-2-yl)methyl)piperidin-4-amine